C1(=CC=CC=C1)C1=NN=C(N=N1)C=1C=C(C=CC1)NC(OC(C)(C)C)=O tert-butyl (3-(6-phenyl-1,2,4,5-tetrazin-3-yl)phenyl)carbamate